(2,6-di-tert-butyl-1,4-phenylene) ether C(C)(C)(C)C1=C2C(=CC(=C1)O2)C(C)(C)C